5-(methylsulfinylamino)benzoic acid CS(=O)NC=1C=CC=C(C(=O)O)C1